tert-butyl (S)-2-(5-bromo-1H-benzo[d]imidazol-2-yl)pyrrolidine-1-carboxylate BrC1=CC2=C(NC(=N2)[C@H]2N(CCC2)C(=O)OC(C)(C)C)C=C1